8-(6-{[(1-Methyl-5-oxo-3-pyrrolidinyl)methyl](4-fluorophenyl)carbonylamino}-3-pyridyl)-1,3-dicyclopropylxanthine CN1CC(CC1=O)CN(C1=CC=C(C=N1)C1=NC=2N(C(N(C(C2N1)=O)C1CC1)=O)C1CC1)C(=O)C1=CC=C(C=C1)F